FC=1C=C(CSC=2N=CCN2)C=CC1 2-((3-fluorobenzyl)thio)-4H-imidazole